(2S)-1-(4-chloro-3-sulfamoyl-benzoyl)-N-(2-methylindol-1-yl)pyrrolidine-2-carboxamide ClC1=C(C=C(C(=O)N2[C@@H](CCC2)C(=O)NN2C(=CC3=CC=CC=C23)C)C=C1)S(N)(=O)=O